P(=O)([O-])([O-])[O-].[In+3].[Al+3].P(=O)([O-])([O-])[O-] aluminum indium phosphate